2-(2-chlorophenyl)-N-(4-((pyrrolidin-3-yloxy)methyl)-3-sulfamylphenyl)acetamide tert-butyl-(3-(difluoromethyl)phenyl)carbamate C(C)(C)(C)N(C(O)=O)C1=CC(=CC=C1)C(F)F.ClC1=C(C=CC=C1)CC(=O)NC1=CC(=C(C=C1)COC1CNCC1)S(N)(=O)=O